4-(2-chlorophenyl)-2-[(3R)-3-methyl[1,4'-bipiperidin]-1'-yl]-1,3-thiazole-5-carboxylic acid ClC1=C(C=CC=C1)C=1N=C(SC1C(=O)O)N1CCC(CC1)N1C[C@@H](CCC1)C